C(C)(C)(C)C1=CC=C(CNCC(C)N)C=C1 N1-(4-tert.-Butylbenzyl)-1,2-propandiamin